6-(3-(4-methoxybenzyl)ureido)-N-((1r,3r)-3-phenylcyclobutyl)spiro[3.3]heptane-2-carboxamide COC1=CC=C(CNC(NC2CC3(CC(C3)C(=O)NC3CC(C3)C3=CC=CC=C3)C2)=O)C=C1